N1C(=NC2=C1C=CC=C2)C2=C(C(=NN2)NC(C2=CC(=C(C=C2)OC)Cl)=O)Br N-[5-(1H-benzimidazol-2-yl)-4-bromo-1H-pyrazol-3-yl]-3-chloro-4-methoxy-benzamide